2',4'-dichloro-[1,1'-biphenyl]-4-amine ClC1=C(C=CC(=C1)Cl)C1=CC=C(C=C1)N